N[C@]1(CN(CC1)C1=C(C(=CC=C1OC)Br)CN1C2=NC=NC(=C2N=C1)N)C(=O)NC1CC1 (R)-3-Amino-1-(2-((6-amino-9H-purin-9-yl)methyl)-3-bromo-6-methoxyphenyl)-N-cyclopropylpyrrolidin-3-carboxamid